CC=1C=C(C=NC1)NS(=O)(=O)CCC(=O)N 3-[(5-methyl-3-pyridinyl)sulfamoyl]propionamide